N-[2-(6-acetamido-2-pyridyl)-2-(1-methylpyrazol-4-yl)propyl]-5-(2,4-difluorophenyl)isoxazole-3-carboxamide C(C)(=O)NC1=CC=CC(=N1)C(CNC(=O)C1=NOC(=C1)C1=C(C=C(C=C1)F)F)(C)C=1C=NN(C1)C